2-(2-Fluorophenyl)-7-(indan-2-ylcarbamoyl)pyrazolo[1,5-a]pyridine-3-carboxylic acid FC1=C(C=CC=C1)C1=NN2C(C=CC=C2C(NC2CC3=CC=CC=C3C2)=O)=C1C(=O)O